5-bromo-6-methoxy-2-methyl-1-((2-(trimethylsilyl)ethoxy)methyl)-1H-benzo[d]imidazole BrC1=CC2=C(N(C(=N2)C)COCC[Si](C)(C)C)C=C1OC